BrCCCCCCCC(=O)OC1=CC=C2C=3C=CC=CC3C=CC2=C1 phenanthrene-7-yl 8-bromooctanoate